Br.Br.NC1=NC2=C(N1C\C=C\CN1C(=NC3=C1C(=CC(=C3)C(N)=O)OCC#CC(C)(C)O)N)C(=CC(=C2)C(=O)OC)OC methyl (E)-2-amino-1-(4-(2-amino-5-carbamoyl-7-((4-hydroxy-4-methylpent-2-yn-1-yl) oxy)-1H-benzo[d]imidazol-1-yl) but-2-en-1-yl)-7-methoxy-1H-benzo[d]imidazole-5-carboxylate 2HBr